4-tosylcyclohex-4-ene-1,2-diyl bis(2,2-dimethylpropanoate) CC(C(=O)OC1C(CC(=CC1)S(=O)(=O)C1=CC=C(C)C=C1)OC(C(C)(C)C)=O)(C)C